(4-(3,5-difluorophenylamino)-6-(1-methylcyclopropylamino)-1,3,5-triazin-2-yl)pyridin-2-ylcarbamic acid methyl ester COC(N(C1=NC=CC=C1)C1=NC(=NC(=N1)NC1=CC(=CC(=C1)F)F)NC1(CC1)C)=O